CC[C@H](C)[C@@H](C(=O)N[C@@H](CC(=O)N)C(=O)N[C@@H](CC(C)C)C(=O)N[C@@H](CCCCN)C(=O)N[C@@H](C)C(=O)N[C@@H]([C@@H](C)CC)C(=O)N[C@@H](C)C(=O)N[C@@H](C)C(=O)N[C@@H](CC(C)C)C(=O)N[C@@H](C)C(=O)N[C@@H](CCCCN)C(=O)N[C@@H](CCCCN)C(=O)N[C@@H](CC(C)C)C(=O)N[C@@H](CC(C)C)C(=O)N)N The molecule is a member of the class of mastopyrans that is a 14-amino acid polypeptide comprising isoleucyl, asparaginyl, leucyl, lysyl, alanyl, isoleucyl, alanyl, alanyl, leucyl, alanyl, lysyl, lysyl, leucyl, and leucinamide residues coupled in sequence. It is the major active component of the venom of the hornet Vespa mandarinia and causes degranulation of mast cells. It exhibits antimicrobial activity against both Gram-positive and -negative bacteria as well as haemolytic activity on chicken, human and sheep erythrocytes. It has a role as an antibacterial agent. It is a member of mastoparans and a peptidyl amide.